C1(CC1)N1N=C(C=C1C(=O)O)CN1N=C(N=N1)C(F)(F)F 1-cyclopropyl-3-((5-(trifluoromethyl)-2H-tetrazol-2-yl)methyl)-1H-pyrazole-5-carboxylic acid